mono-tertiary octyl phenyl phosphate P(=O)(OC(C)(C)CC(C)(C)C)(OC1=CC=CC=C1)[O-]